Cl.FC1(CNCC1(F)F)F 3,3,4,4-tetrafluoropyrrolidine hydrochloride